CC1=CC=CC(=N1)C1=NNC=C1C1=NC2=CC=CN=C2C=C1 2-(3-(6-methylpyridin-2-yl)-1H-pyrazol-4-yl)-1,5-naphthyridine